3-(2,8-dimethylimidazo[1,2-b]pyridazin-6-yl)-7-(piperidin-4-yl)benzo[e][1,2,4]triazine CC=1N=C2N(N=C(C=C2C)C=2N=NC3=C(N2)C=CC(=C3)C3CCNCC3)C1